(1aS,5aS)-2-(2,4-Difluoro-phenyl)-1a,2,5,5a-tetrahydro-1H-2,3-diaza-cyclopropa[a]pentalene-4-carboxylic acid [(R)-1-(4-fluoro-phenyl)-3-hydroxypropyl]-amide FC1=CC=C(C=C1)[C@@H](CCO)NC(=O)C=1C=2C[C@H]3[C@@H](C2N(N1)C1=C(C=C(C=C1)F)F)C3